(E)-N-(4-benzhydrylpiperazin-1-yl)-1-(6-methylpyridin-2-yl)methanimine C(C1=CC=CC=C1)(C1=CC=CC=C1)N1CCN(CC1)/N=C/C1=NC(=CC=C1)C